tert-butyl 3-amino-5-chloro-benzoate NC=1C=C(C(=O)OC(C)(C)C)C=C(C1)Cl